4-[4-chloro-1H-pyrrolo[2,3-b]pyridin-2-yl]-1-methyl-3,6-dihydro-2H-pyridine ClC1=C2C(=NC=C1)NC(=C2)C=2CCN(CC2)C